tert-Butyl (2-(4-((2-methyl-5-(5-phenyl-4H-1,2,4-triazol-3-yl)phenyl)sulfonyl)piperazin-1-yl)ethyl)carbamate CC1=C(C=C(C=C1)C1=NN=C(N1)C1=CC=CC=C1)S(=O)(=O)N1CCN(CC1)CCNC(OC(C)(C)C)=O